4-methylbenzenesulfonic acid pyridinium salt [NH+]1=CC=CC=C1.CC1=CC=C(C=C1)S(=O)(=O)[O-]